4-fluoro-2-(hydroxymethyl)tetrahydrofuran-3-ol FC1C(C(OC1)CO)O